2β-D-glucopyranosyloxy-1-hydroxytrideca-5,7,9,11-tetrayne [C@@H]1([C@H](O)[C@@H](O)[C@H](O)[C@H](O1)CO)OC(CO)CCC#CC#CC#CC#CC